N-methylpyrrolidine aluminum [Al].CN1CCCC1